ClC1=CC=C(C=C1)[C@H]1CN(CC1)C(=O)C1=NOC(=N1)C1=C(C(=C(C(=C1)F)F)O)F (S)-(3-(4-Chlorophenyl)pyrrolidin-1-yl)(5-(2,4,5-trifluoro-3-hydroxyphenyl)-1,2,4-oxadiazol-3-yl)methanone